(R)-2,2,6-trimethylcycloheptanone CC1(C(C[C@@H](CCC1)C)=O)C